Cl.CN(C(OC1=C(C=C(C2=CC=CC=C12)NS(=O)(=O)C1=CC=C(C=C1)OC)C1=C(C=CC2=CC=CC=C12)O)=O)CCCNC 2-hydroxy-4'-((4-methoxyphenyl) sulfonamido)-[1,2'-binaphthalen]-1'-yl methyl(3-(methylamino)propyl)carbamate hydrochloride